(S)- and (R)-2-((4-chlorophenethyl)amino)-2-phenyl-1-(1-(2,2,2-trifluoroethyl)-1H-indol-3-yl)ethan-1-one ClC1=CC=C(CCN[C@H](C(=O)C2=CN(C3=CC=CC=C23)CC(F)(F)F)C2=CC=CC=C2)C=C1 |r|